ClC(C(=O)C1=CC(=C(C=C1)Cl)[N+](=O)[O-])C 2-chloro-1-(4-chloro-3-nitrophenyl)-propan-1-one